NCC1=CC=C(C=C1)CN(C1=CC(=NN1C(C(CO)(C)C)=O)C1C(C(N(CC1)CC(=O)N1CCOCC1)=O)C)C 4-[5-({[4-(aminomethyl)phenyl]methyl}(methyl)amino)-1-(3-hydroxy-2,2-dimethylpropanoyl)-1H-pyrazol-3-yl]-3-methyl-1-[2-(morpholin-4-yl)-2-oxoethyl]piperidin-2-one